FC=1C(=C(CO)C(=C(C1COC)F)C)C 3,5-difluoro-2,6-dimethyl-4-methoxymethyl-benzyl alcohol